Ruthenium-indium [In].[Ru]